OCC1CCC(CC1)N1N=C2C=C(C(=CC2=C1)NC(=O)C1=NC(=CC=C1)C=1C=NN(C1)C)OC N-[2-[4-(hydroxymethyl)cyclohexyl]-6-methoxy-indazol-5-yl]-6-(1-methyl-pyrazol-4-yl)pyridine-2-carboxamide